ClC=1C=C(C=CC1OC1=CC(=NC=C1)C1=NN(C=C1)C)NC=1C2=C(N=CN1)NC=C2C2CCN(CC2)C(C=C)=O 1-(4-(4-((3-chloro-4-((2-(1-methyl-1H-pyrazol-3-yl)pyridin-4-yl)oxy)phenyl)amino)-7H-pyrrolo[2,3-d]pyrimidin-5-yl)piperidin-1-yl)prop-2-en-1-one